CC1(O[C@@H]2[C@H](O1)[C@H](C[C@@H]2O)C2=CC(=CC=C2)C=2C=NSC2)C (3aS,4S,6R,6aR)-2,2-dimethyl-6-[3-(1,2-thiazol-4-yl)phenyl]-tetrahydro-3aH-cyclopenta[d][1,3]dioxol-4-ol